sodium oxolate O1C(=CC=C1)C(=O)[O-].[Na+]